Cl.FC(C=1C=NC(=NC1)N1CCC(CC1)N)(F)F 1-(5-(trifluoromethyl)pyrimidin-2-yl)piperidin-4-ylamine hydrochloride